5-(1-Acetylpiperidin-4-yl)-1-((5-(5-(difluoromethyl)-1,3,4-oxadiazol-2-yl)pyridin-2-yl)methyl)-3-(1-methylpiperidin-4-yl)-1,3-dihydro-2H-benzo[d]imidazol-2-one C(C)(=O)N1CCC(CC1)C1=CC2=C(N(C(N2C2CCN(CC2)C)=O)CC2=NC=C(C=C2)C=2OC(=NN2)C(F)F)C=C1